C(C)(C)(C)OC(=O)N([C@H]1CN(CC1)C=1N=CC(=NC1)C(=O)O[Li])CC1CC1 [5-[(3R)-3-[tert-Butoxycarbonyl(cyclopropylmethyl)amino]pyrrolidin-1-yl]pyrazine-2-carbonyl]oxylithium